CC(C#N)(C(C)C)C(C)C 2,3-dimethyl-2-isopropyl-butyronitrile